C(C)(C)C1=C(C(=CC(=C1)C(C)C)C(C)C)S(=O)(=O)N1N=NN=C1 1-(2,4,6-triisopropylbenzenesulfonyl)tetrazole